ClC=1C=C2N=CC(=NC2=CC1)C1=CC(=C(C=C1F)C=1N=C(C(=NC1)O)O)F 5-(4-(6-chloroquinoxalin-2-yl)-2,5-difluorophenyl)pyrazine-2,3-diol